BrC1=CC=C(C(=N1)F)CC1(CCN(CC1)C(=O)OC(C)(C)C)O tert-butyl 4-((6-bromo-2-fluoropyridin-3-yl)methyl)-4-hydroxypiperidine-1-carboxylate